S1C=NC2=C1C(=CC=C2)C2=CC=C(C=C2)[C@H](C(=O)N)NC(=O)NC=2N=C(SC2)C#C (R)-2-(4-(benzo[d]thiazol-7-yl)phenyl)-2-(3-(2-ethynylthiazol-4-yl)ureido)-acetamide